((1,4-Dioxan-2-yl)methoxy)-2-(3-hydroxy-3-methylbut-1-yn-1-yl)-4,5-dihydro-7H-Thieno[2',3':3,4]pyrido[1,2-c]pyrimidin-7-one O1C(COCC1)COC1=C(SC2=C1CCN1C(N=CC=C12)=O)C#CC(C)(C)O